tert-butyl (5-(3-methoxypropanoyl)pyridin-3-yl)carbamate COCCC(=O)C=1C=C(C=NC1)NC(OC(C)(C)C)=O